benzo[b]thiophen-7-amine S1C2=C(C=C1)C=CC=C2N